3-benzyl-3,6-diazabicyclo[3.1.1]heptane C(C1=CC=CC=C1)N1CC2NC(C1)C2